NC1=C(C=C(C(=O)OC)C=C1)NC[C@H]1N(CCC1)CC methyl (S)-4-amino-3-((1-ethylpyrrolidin-2-yl)methyl)aminobenzoate